FCC(CCC=O)NC(OC(C)(C)C)=O tert-butyl N-[1-(fluoromethyl)-4-oxo-butyl]carbamate